ClC1=CC(=C(N[C@H]2[C@@H](CN(CC2)C(=O)OC(C)(C)C)C)C=C1)F tert-Butyl (3R,4R)-4-(4-chloro-2-fluoro-anilino)-3-methyl-piperidine-1-carboxylate